CN1N=CC(=C1)C1C2=C(CNC1)C=NS2 7-(1-methylpyrazol-4-yl)-4,5,6,7-tetrahydroisothiazolo[4,5-c]pyridine